3-({[(1R)-6-methoxy-1,2,3,4-tetrahydronaphthalen-1-yl]methyl}amino)pyridine-4-carboxylic acid COC=1C=C2CCC[C@H](C2=CC1)CNC=1C=NC=CC1C(=O)O